CN1N=CC(=C1C1=CC=2N(C=C1)N=C(C2)C2(CC2)C(=O)N)COC2CCNCC2 [5-[2-methyl-4-(4-piperidyloxymethyl)pyrazol-3-yl]pyrazolo[1,5-a]pyridin-2-yl]cyclopropanecarboxamide